2-chloro-6-((2S,5R)-4-(((R)-2,2-difluorocyclopropyl)(4-(trifluoromethyl)phenyl)methyl)-2,5-dimethylpiperazin-1-yl)-8-methyl-9-(((S)-tetrahydrofuran-2-yl)methyl)-9H-purine ClC1=NC(=C2N=C(N(C2=N1)C[C@H]1OCCC1)C)N1[C@H](CN([C@@H](C1)C)C(C1=CC=C(C=C1)C(F)(F)F)[C@@H]1C(C1)(F)F)C